Cl.CN(CCC1=CN(C2=CC=CC=C12)C(CC(C(=O)O)(C)C)=O)C 4-(3-(2-(dimethylamino)ethyl)-1H-indol-1-yl)-2,2-dimethyl-4-oxobutanoic acid hydrochloride